N-methyl-N-(vinylsulfonyl)glycine benzyl ester C(C1=CC=CC=C1)OC(CN(S(=O)(=O)C=C)C)=O